[2-(3,4-epoxycyclohexyl)ethyl]dimethylcyclohexylsilane C1(CC2C(CC1)O2)CC[Si](C2CCCCC2)(C)C